Methyl 2-(2-(1H-imidazol-2-yl) acetyl)-5-fluoro-3-nitrobenzoate N1C(=NC=C1)CC(=O)C1=C(C(=O)OC)C=C(C=C1[N+](=O)[O-])F